2-isobutyl-4,7-dimethyl-2H-benzo[d][1,2,3]triazole C(C(C)C)N1N=C2C(=N1)C(=CC=C2C)C